O.O1CCN(CC1)C(C(=O)N)C.O1CCN(CC1)C(C(=O)N)C 2-morpholinopropionamide, hemihydrate